N1=C(C=CC=C1)C1(CC1)NC(=O)[C@@H]1CN(CC[C@H]1NC(=O)C1=NOC(=C1)C1=C(C=CC=C1)F)C1CCCCC1 (3R,4R)-1-cyclohexyl-4-{[5-(2-fluoro-phenyl)-isoxazole-3-carbonyl]-amino}-piperidine-3-carboxylic acid (1-pyridin-2-yl-cyclopropyl)-amide